FC1=C(C=CC=C1F)NC1=CC=C2C(=N1)NN=C2NC(C2=CC=C(C=C2)C2CCN(CC2)C)=O N-(6-((2,3-difluorophenyl)amino)-1H-pyrazolo[3,4-b]pyridin-3-yl)-4-(1-methylpiperidin-4-yl)benzamide